C(C1=CC=CC=C1)(=O)OC1C(CCC1)[Se]C1=CC=CC=C1 2-(phenylselanyl)cyclopentyl benzoate